C(#N)[C@H]1N(CSC1)C(CNC(=O)C1=CC=NC2=CC=C(C=C12)N1C[C@H](O[C@@H](C1)C)C)=O N-(2-((R)-4-Cyanothiazolidin-3-yl)-2-oxoethyl)-6-((2R,6R)-2,6-dimethylmorpholino)-quinoline-4-carboxamide